CN1C[C@H](CC1)OC1=NC=CC(=C1)[C@H]1CCC2=C(N1)N1C(=N2)CCC1C1=CC=CC=C1 (R)-2-(2-(((S)-1-methylpyrrolidin-3-yl)oxy)pyridin-4-yl)-8-phenyl-7,8-dihydro-6H-pyrrolo[2',1':2,3]imidazo[4,5-b]piperidine